(3-amino-4-fluorophenylamino)piperidine-2,6-dione NC=1C=C(C=CC1F)NN1C(CCCC1=O)=O